(1-cyclobutyl-3-(methylsulfonyl)allyl)-2-cyclopropyl-4-phenoxypyrimidine-5-carboxamide C1(CCC1)C(C=CS(=O)(=O)C)C1=C(C(=NC(=N1)C1CC1)OC1=CC=CC=C1)C(=O)N